(1-(4-iodophenyl)piperidin-2-yl)methanol IC1=CC=C(C=C1)N1C(CCCC1)CO